(1-(naphthalen-2-yl)-1H-1,2,3-triazol-4-yl)methanol C1=C(C=CC2=CC=CC=C12)N1N=NC(=C1)CO